4-(bicyclo[1.1.1]pentan-1-ylamino)-2-((1S,3S)-3-hydroxycyclohexylamino)pyrimidine-5-carboxamide lithium [Li].C12(CC(C1)C2)NC2=NC(=NC=C2C(=O)N)N[C@@H]2C[C@H](CCC2)O